C(CCCCCCCC(=O)[O-])CCCCCCC=O The molecule is an omega-oxo fatty acid anion that is the conjugate base of 16-oxohexadecanoic acid, arising from the deprotonation of the carboxy group; major species at pH 7.3. It is an omega-oxo fatty acid anion, an aldehydic acid anion and a long-chain fatty acid anion. It is a conjugate base of a 16-oxohexadecanoic acid.